4-[6-bromo-4-(difluoromethoxy)-2-methylindazol-3-yl]-2-(difluoromethoxy)-6-methoxybenzoic acid BrC=1C=C(C2=C(N(N=C2C1)C)C1=CC(=C(C(=O)O)C(=C1)OC)OC(F)F)OC(F)F